C(C)N(S(=O)(=O)C=1C(=C(C(=CC1CCCCC)O)C1C(CCC(=C1)C)C(=C)C)O)CC N,N-diethyl-2,6-dihydroxy-5'-methyl-4-pentyl-2'-(prop-1-en-2-yl)-1',2',3',4'-tetrahydro-[1,1'-biphenyl]-3-sulfonamide